6-(4-chlorophenyl)-2-(3,5-difluorophenyl)-N-[(2S)-1-hydroxypropan-2-yl]-3-oxo-2,3-dihydropyridazine-4-carboxamide ClC1=CC=C(C=C1)C=1C=C(C(N(N1)C1=CC(=CC(=C1)F)F)=O)C(=O)N[C@H](CO)C